ethyl 5-cyclopropyl-1-((2-(trimethylsilyl)ethoxy)methyl)-1H-pyrazole-4-carboxylate C1(CC1)C1=C(C=NN1COCC[Si](C)(C)C)C(=O)OCC